(S)-3-(3-(1H-indol-3-yl)phenyl)-2-aminopropanoic acid N1C=C(C2=CC=CC=C12)C=1C=C(C=CC1)C[C@@H](C(=O)O)N